5-(iodomethyl)undecane ICC(CCCC)CCCCCC